ClC=1C=C(C=NC1N1N=CC=N1)NC(=O)C=1C=NN(C1C(F)(F)F)C=1C=NC=NC1 N-(5-Chloro-6-(2H-1,2,3-triazol-2-yl)pyridin-3-yl)-1-(pyrimidin-5-yl)-5-(trifluoromethyl)-1H-pyrazole-4-carboxamide